4-[5-[(1S)-2-amino-1-hydroxyethyl]pyridin-2-yl]-3-(2-methyl-6-pyrrolidin-1-ylpyrimidin-4-yl)oxybenzonitrile NC[C@@H](O)C=1C=CC(=NC1)C1=C(C=C(C#N)C=C1)OC1=NC(=NC(=C1)N1CCCC1)C